O1C=CC2=C1C(=CC=C2)O[C@@H](CCN2[C@@H](CCC2)C(=O)O)C=2SC=CC2 ((S)-3-(benzofuran-7-yloxy)-3-(thiophen-2-yl)propyl)-L-proline